(+)-(R)-4-(2-methoxypropan-2-yl)-1-methylcyclohex-1-ene COC(C)(C)[C@H]1CC=C(CC1)C